(1-benzyl-3,3,3-trifluoro-1-methyl-propyl)-8-fluoro-quinoline-3-carboxamide C(C1=CC=CC=C1)C(CC(F)(F)F)(C)C1=NC2=C(C=CC=C2C=C1C(=O)N)F